8-bromo-N,N-dimethyl-2-morpholino-4-oxo-chromene-6-carboxamide BrC=1C=C(C=C2C(C=C(OC12)N1CCOCC1)=O)C(=O)N(C)C